ClC=1C=NC=C(C1[C@@H](C)OC=1C=C2C(=NN(C2=CC1)C1OCCCC1)C=1C(=NC(=CC1)F)F)Cl 5-[(1R)-1-(3,5-dichloro-4-pyridinyl)ethoxy]-3-(2,6-difluoro-3-pyridinyl)-1-tetrahydropyran-2-yl-indazole